C1(=CC=CC=C1)C=1C=C2C=C(C=CN2C1)C(=O)N 2-phenylindolizine-7-carboxamide